C1(CC1)C1=CC(=C(C(=C1)Cl)N1N=C(C=C1)C=1C=CC(=C(C1)CNC(OC)=O)C)Cl methyl N-[[5-[1-(4-cyclopropyl-2,6-dichlorophenyl)-1H-pyrazol-3-yl]-2-methylphenyl]methyl]-carbamate